ClC=1C(NN=CC1OC)=O 4-chloro-5-methoxypyridazin-3(2H)-one